C(#N)C1(CC1)N1N=NC(=C1)[C@H](C=1C(=NC(=CC1)F)C)NC=1C=C2C(=C(C=NC2=C(C1)F)C#N)NCC(C)(C)C (S)-6-(((1-(1-cyanocyclopropyl)-1H-1,2,3-triazol-4-yl)(6-fluoro-2-methylpyridin-3-yl)methyl)amino)-8-fluoro-4-(neopentylamino)quinoline-3-carbonitrile